2-(((5-fluoropyridin-2-yl)amino)-2-oxoethyl)-N-(2-methoxyethyl)-N-methyl-7-oxo-4,7-dihydropyrazolo[1,5-a]pyrimidine-6-carboxamide FC=1C=CC(=NC1)NC(CC1=NN2C(NC=C(C2=O)C(=O)N(C)CCOC)=C1)=O